2-(2-oxopropyl)-7-hydroxy-5-methyl-4H-1-benzopyran O=C(CC=1OC2=C(CC1)C(=CC(=C2)O)C)C